3-((4-methylpiperazin-1-yl)methyl)-1H-indol-6-carbaldehyde CN1CCN(CC1)CC1=CNC2=CC(=CC=C12)C=O